(3aR,5s,6aS)-N-(6-(2-chloro-5-fluorophenyl)pyridazin-3-yl)-2-cyclohexyloctahydrocyclopenta[c]pyrrol-5-amine ClC1=C(C=C(C=C1)F)C1=CC=C(N=N1)NC1C[C@@H]2[C@@H](CN(C2)C2CCCCC2)C1